CC1=NOC2=C1C=C(C=C2)C(=O)NC2=CC1=C(C=N2)C=C(N1COCC[Si](C)(C)C)CN1[C@H](CCC1)C 3-methyl-N-(2-[[(2S)-2-methylpyrrolidin-1-yl]methyl]-1-[[2-(trimethylsilyl)ethoxy]methyl]pyrrolo[3,2-c]pyridin-6-yl)-1,2-benzoxazole-5-carboxamide